S(=O)(=O)(O)O.O=C[C@H](O)[C@@H](O)[C@@H](O)[C@H](O)CO galactose e-sulfate